(4-methoxyphenyl)(methyl)silicon COC1=CC=C(C=C1)[Si]C